phosphoric acid, amide P(N)(O)(O)=O